tert-butyl (2-((3-(2-methoxypyridin-3-yl)pyrazolo[1,5-a]pyrimidin-5-yl)oxy)ethyl)(methyl)carbamate COC1=NC=CC=C1C=1C=NN2C1N=C(C=C2)OCCN(C(OC(C)(C)C)=O)C